C(C)(=O)O[C@H](COC1=CC=C(C=C1)C(C)(C)C1=CC(=C(C(=C1)Cl)OC[C@@H](CCl)O)Cl)CN1CCOCC1 (S)-1-(4-(2-(3,5-dichloro-4-((S)-3-chloro-2-hydroxypropoxy)phenyl)propan-2-yl)phenoxy)-3-morpholinopropan-2-yl acetate